methyl bromo-4-(difluoromethoxy)-5-fluorobenzoate BrC1=C(C(=O)OC)C=C(C(=C1)OC(F)F)F